(2-(tetrahydrofuran-2-yl) phenyl) methylsulfonate sodium [Na].CS(=O)(=O)OC1=C(C=CC=C1)C1OCCC1